BrC1=CC(=C2CN(C(C2=C1)=O)[C@@H](C(=O)NC=1SC=CN1)C1=C2N(C=N1)C[C@@H](C2)F)C(F)F |&1:11| (2RS)-2-[6-bromo-4-(difluoromethyl)-1-oxo-isoindolin-2-yl]-2-[(6R)-6-fluoro-6,7-dihydro-5H-pyrrolo[1,2-c]imidazol-1-yl]-N-thiazol-2-yl-acetamide